CCC(C)C(=O)C(=O)O The molecule is a 2-oxo monocarboxylic acid that is valeric acid carrying oxo- and methyl substituents at C-2 and C-3, respectively. An alpha-keto acid analogue and metabolite of isoleucine in man, animals and bacteria. Used as a clinical marker for maple syrup urine disease (MSUD). It has a role as a human metabolite. It derives from a valeric acid. It is a conjugate acid of a 3-methyl-2-oxovalerate.